COC(C(C)C1=CC=2N(C3=CC=C(C=C3C2C=C1)C1=C(C=CC=C1)OC)C(=O)OC(C)(C)C)=O tert-Butyl 2-(1-methoxy-1-oxopropan-2-yl)-6-(2-methoxyphenyl)-9H-carbazole-9-carboxylate